2-((3,4-dihydroisoquinolin-2(1H)-yl)methyl)-5-((2-(methylsulfonyl)-2-azaspiro[3.3]heptan-6-yl)methoxy)-4H-pyran-4-one C1N(CCC2=CC=CC=C12)CC=1OC=C(C(C1)=O)OCC1CC2(CN(C2)S(=O)(=O)C)C1